methyl (2Z)-2-{2-(acetyloxy)-1-[4-chloro-3-fluoro-5-(trifluoromethyl)phenyl]ethylidene}hydrazine-1-carboxylate C(C)(=O)OC\C(\C1=CC(=C(C(=C1)C(F)(F)F)Cl)F)=N/NC(=O)OC